C(C1=CC(O)=C(O)C(O)=C1)(=O)OCCCC(CCCCCCCC)=O 1-(galloyloxy)dodecan-4-one